C(C)(=O)N[C@H]1[C@H](O)O[C@@H]([C@H]([C@@H]1O)O)COC(C1=C(C=CC(=C1OC)Cl)Cl)=O 2-(acetamido)-2-deoxy-6-O-(2,5-dichloro-6-methoxybenzoyl)-β-D-glucose